FC1=C(C=CC(=C1F)OCC#C)C1=CN=C2N1C=CN=C2NC2=CC(=C(C(=O)N1CCN(CC1)C(=O)[C@H]1N(C[C@@H](C1)O)C(=O)OC(C)(C)C)C=C2)C tert-butyl (2S,4R)-2-[4-[4-[[3-(2,3-difluoro-4-prop-2-ynoxy-phenyl)imidazo[1,2-a]pyrazin-8-yl]amino]-2-methyl-benzoyl]piperazine-1-carbonyl]-4-hydroxy-pyrrolidine-1-carboxylate